COC=1C=C(C=NC1)NC(=O)C1=CN2C3=CC=CC=C3SC2=N1 N-(5-methoxypyridin-3-yl)-7-thia-2,5-diazatricyclo[6.4.0.02,6]dodeca-1(12),3,5,8,10-pentaene-4-carboxamide